N-(5-fluoropyridin-2-yl)propionamide FC=1C=CC(=NC1)NC(CC)=O